FC1CN(CCC1=O)C(=O)OC(C)(C)C tert-Butyl 3-fluoro-4-oxopiperidine-1-carboxylate